2-cyclopentyl-2-oxo-acetic acid sodium salt [Na+].C1(CCCC1)C(C(=O)[O-])=O